FC(C=1C=C2OC=3C=C(C=CC3NC2=CC1)C=O)(F)F 7-(trifluoromethyl)-10H-phenoxazine-3-carbaldehyde